2,4-diamino-3-methylsulfanyl-5-propyltoluene NC1=C(C)C=C(C(=C1SC)N)CCC